ClC1=C(C(=C(C=C1OC)OC)Cl)C1=CC2=C(N=C(N=C2)N[C@@H]2COCC[C@@H]2NC(C=C)=O)C(=N1)N1CCOCC1 N-((3S,4S)-3-((6-(2,6-dichloro-3,5-dimethoxyphenyl)-8-morpholino-pyrido[3,4-d]pyrimidin-2-yl)amino)tetra-hydro-2H-pyran-4-yl)acrylamide